COCOC=1C(=CC2=CN(N=C2C1)C)C=1C=C(C=2C(N1)=CN(N2)C2CCN(CC2)C(=O)OC(C)(C)C)C tert-butyl 4-[5-[6-(methoxy methoxy)-2-methyl-indazol-5-yl]-7-methyl-pyrazolo[4,3-b]pyridin-2-yl]piperidine-1-carboxylate